NC=1C(=NC(=C(N1)C(=O)O)N)C(=O)O 3,6-Diaminopyrazine-2,5-dicarboxylic acid